(R)-2-((1-(2-(3-azabicyclo[3.1.1]heptan-3-yl)-3-cyano-7-methyl-4-oxo-4H-pyrido[1,2-a]pyrimidin-9-yl)ethyl)amino)benzoic acid C12CN(CC(C1)C2)C=2N=C1N(C(C2C#N)=O)C=C(C=C1[C@@H](C)NC1=C(C(=O)O)C=CC=C1)C